2-cyano-3-[4-(naphthalen-1-yl)thiophen-2-yl]acrylic acid C(#N)C(C(=O)O)=CC=1SC=C(C1)C1=CC=CC2=CC=CC=C12